DL-beta-leucine N[C@@H](C(C)C)CC(=O)O |r|